CC1=NC(=C2NC=NC2=N1)NC1=CC=C(C=C1)F 2-methyl-6-(4-fluoroanilino)purine